3-(1-bromo-5,6-dihydro-8H-imidazo[5,1-c][1,4]oxazin-3-yl)-6-fluoro-1-(4-(morpholinomethyl)phenyl)-1,4-dihydrothiochromeno[4,3-c]pyrazole 5,5-dioxide BrC=1N=C(N2C1COCC2)C=2C1=C(N(N2)C2=CC=C(C=C2)CN2CCOCC2)C=2C=CC=C(C2S(C1)(=O)=O)F